tert-Butyl 4-(((6-(1-azido-2,2,2-trifluoroethyl)-4-oxo-4H-pyran-3-yl)oxy)-methyl)piperidine-1-carboxylate N(=[N+]=[N-])C(C(F)(F)F)C1=CC(C(=CO1)OCC1CCN(CC1)C(=O)OC(C)(C)C)=O